ClC1=C(C=CC=C1)C1=NN=C(O1)C(=O)OC methyl 5-(2-chlorophenyl)-1,3,4-oxadiazole-2-carboxylate